C(C)(C)(C)[Ti](C(C)(C)C)(C(C)(C)C)C(C)(C)C tetra-tertiary butyl-titanium